1-(3-chloro-5'-fluoro-2'-hydroxy-3'-(4-(piperazin-1-yl)-1H-indazol-6-yl)-[1,1'-biphenyl]-4-yl)-3-methyl-1H-imidazol-2(3H)-one ClC=1C=C(C=CC1N1C(N(C=C1)C)=O)C1=C(C(=CC(=C1)F)C1=CC(=C2C=NNC2=C1)N1CCNCC1)O